C(#N)C=1C=CC(=NC1)C1=CC(=C(C=C1)NC=1C=C(N=NC1C=1OCCN1)NC(=O)C1CC1)N1S(CCC1)(=O)=O N-(5-((4-(5-cyanopyridin-2-yl)-2-(1,1-dioxidoisothiazolin-2-yl)phenyl)amino)-6-(4,5-dihydrooxazol-2-yl)pyridazin-3-yl)cyclopropanecarboxamide